CN(C1CCC(CC1)NC1=CC=CC2=C1S(C(=C2C=2N=CSC2)C#CC)=O)C 3-(7-((4-(dimethylamino)cyclohexyl)amino)-1-oxido-3-(thiazol-4-yl)benzo[b]thiophen-2-yl)prop-2-yn